NC1=NN(C=C1C=1C=C2CCNC(C2=CC1)C(F)(F)F)C=1C=C(C=CC1)NC(C=C)=O N-(3-(3-amino-4-(1-(trifluoromethyl)-1,2,3,4-tetrahydroisoquinolin-6-yl)-1H-pyrazol-1-yl)phenyl)acrylamide